ClC1=C(C=CC(=C1)OCC=1C(=NOC1C1CC1)C1=C(C=CC=C1Cl)Cl)C#CC=1C=C(C(=O)OC)C=C(C1C)[N+](=O)[O-] methyl 3-((2-chloro-4-((5-cyclopropyl-3-(2,6-dichlorophenyl) isoxazol-4-yl) methoxy) phenyl) ethynyl)-4-methyl-5-nitrobenzoate